(S,Z)-1-((5-chloro-3'-(2-hydroxyethyl)-[1,1'-biphenyl]-2-yl)sulfonyl)-4-fluoro-N-(4-(methylsulfonyl)but-3-en-2-yl)piperidine-4-carboxamide ClC=1C=CC(=C(C1)C1=CC(=CC=C1)CCO)S(=O)(=O)N1CCC(CC1)(C(=O)N[C@@H](C)\C=C/S(=O)(=O)C)F